rac-(2S,3R,4R)-1-acetyl-2,3-dimethyl-4-((6-methylpyridin-2-yl)amino)-N-(tetrahydro-2H-pyran-4-yl)-1,2,3,4-tetrahydroquinoline-6-carboxamide C(C)(=O)N1[C@H]([C@@H]([C@H](C2=CC(=CC=C12)C(=O)NC1CCOCC1)NC1=NC(=CC=C1)C)C)C |r|